cupric bis(acetate) hydrate O.C(C)(=O)[O-].C(C)(=O)[O-].[Cu+2]